C(C)OC([C@H](CC1=CC=C(C=C1)Br)N)=O (S)-2-amino-3-(4-bromophenyl)propionic acid ethyl ester